C1(=CC=CC2=CC3=CC=CC(=C3C=C12)C(=O)OC)C(=O)OC dimethyl 1,8-anthracenedicarboxylate